4-(2-benzyl-2H-tetrazol-5-yl)phenethylcarbamic acid tert-butyl ester C(C)(C)(C)OC(NCCC1=CC=C(C=C1)C=1N=NN(N1)CC1=CC=CC=C1)=O